FC1([C@H](C1)C(=O)NC1=NC=NC(=C1)C=1C(=NC=CC1)NC=1C=NC(=CC1C)[C@@H](CC)O)F (1R)-2,2-difluoro-N-{6-[2-({6-[(1R)-1-hydroxypropyl]-4-methylpyridin-3-yl}amino)pyridin-3-yl]pyrimidin-4-yl}cyclopropane-1-carboxamide